Methyl 3,5-Diethoxy-2-Fluoro-4-Methylbenzoate C(C)OC=1C(=C(C(=O)OC)C=C(C1C)OCC)F